NC=1C(N(C=C2C(=NN(C(C21)=O)C)N[C@H](C)C2=C(C(=CC=C2)C(F)(F)F)C)C2CC2)=O (R)-8-amino-6-cyclopropyl-2-methyl-4-((1-(2-methyl-3-(trifluoromethyl)phenyl)ethyl)amino)-2,6-dihydropyrido[3,4-d]pyridazine-1,7-dione